1-(5-(1-(3,3-difluorocyclobutyl)-2-methyl-1H-imidazo[4,5-b]pyridin-6-yl)pyrrolo[2,1-f][1,2,4]triazin-2-yl)cyclohexane-1,4-diamine FC1(CC(C1)N1C(=NC2=NC=C(C=C21)C=2C=CN1N=C(N=CC12)C1(CCC(CC1)N)N)C)F